BrC1=C(C=C2C(=NC=NC2=C1)Cl)OC 7-bromo-4-chloro-6-methoxyquinazoline